tetrachloroethane-d ClC(C([2H])(Cl)Cl)Cl